NC(C1=CC=CC=C1)(C1=CC=CC=C1)N diaminodiphenyl-methane